2-((4-((S)-2-(4-chloro-2-fluorophenyl)-4-methyl-2H-chromen-8-yl)piperidin-1-yl)methyl)-1-(((S)-oxetan-2-yl)methyl)-1H-benzo[d]imidazole-6-carboxylic acid ClC1=CC(=C(C=C1)[C@H]1OC2=C(C=CC=C2C(=C1)C)C1CCN(CC1)CC1=NC2=C(N1C[C@H]1OCC1)C=C(C=C2)C(=O)O)F